(3-(bromomethyl)-5-methoxyphenyl)acetic acid BrCC=1C=C(C=C(C1)OC)CC(=O)O